OP(O)OP(O)O.C(C)(C)(C)C1=C(C=CC(=C1)C(C)(C)C)C(C(C(O)(C1=C(C=C(C=C1)C(C)(C)C)C(C)(C)C)C1=C(C=C(C=C1)C(C)(C)C)C(C)(C)C)(CO)CO)O tris[2,4-di-tert-butylphenyl]pentaerythritol diphosphite